C(CCCCC)C(C(=O)OCCCCCC(CCCCCOC(CN(C)C(CC(CCCCCCCC)CCCCCC)=O)=O)N(C)CCCCO[Si](C1=CC=CC=C1)(C1=CC=CC=C1)C(C)(C)C)CCCCCCCC 6-((4-((tert-Butyldiphenylsilyl)oxy)butyl)(methyl)amino)-11-((N-(3-hexylundecanoyl)-N-methylglycyl)oxy)undecyl 2-hexyldecanoate